C(C)(=O)N(C=1SC2=C(C1C(=O)O)C=CC(=C2Cl)O)CC2=CC=CC=C2 2-[acetyl-(benzyl)amino]-7-chloro-6-hydroxy-1-benzothiophene-3-carboxylic acid